CN1C(=NC2=C1C=CC(=C2)C(=O)N2C[C@@H](CCC2)NC(OC(C)(C)C)=O)C=2N(C1=CC=CC=C1C2)CC2=CC=NC=C2 1,1-dimethylethyl [(3R)-1-({1-methyl-2-[1-(4-pyridinylmethyl)-1H-indol-2-yl]-1H-benzimidazol-5-yl}carbonyl)-3-piperidinyl]carbamate